SC(C)C(CC)=O 2-mercapto-3-pentanone